[C-]1(C=CC=C1)OB(O)O.[CH-]1C=CC=C1.[Fe+2] ferrocenyl-boric acid